CC=1C(=C(C(=O)OC2=CC=C(C=C2)[C@H](C(=O)NC=2C=C3C=CN=CC3=CC2)CN)C=CC1C)C {4-[(2S)-3-amino-1-(isoquinolin-6-ylamino)-1-oxopropan-2-yl] phenyl} methyl-2,4-dimethylbenzoate